CN1CCC2(CCN(CC2)C2=C(C=C(C=C2)[N+](=O)[O-])CO)CC1 (2-(9-methyl-3,9-diazaspiro[5.5]undecan-3-yl)-5-nitrophenyl)methanol